6-bromo-2,3-dihydro-4H-benzo[b][1,4]oxazine BrC1=CC2=C(OCCN2)C=C1